(S)-methylpyrrolidine CN1CCCC1